C(C)(C)(C)OC(=O)N1CC(C[C@H](C1)N)(C)C (R)-5-amino-3,3-dimethylpiperidine-1-carboxylic acid tert-butyl ester